N1C=CN=N1 1,4,5-triazole